tert-butyl 4-(3'-(2-hydroxyphenyl)-7',8'-dihydro-5'H-spiro[piperidine-4,6'-pyrazino[2,3-c]pyridazin]-1-yl)piperidine-1-carboxylate OC1=C(C=CC=C1)C1=CC2=C(N=N1)NCC1(N2)CCN(CC1)C1CCN(CC1)C(=O)OC(C)(C)C